(R)-7-(3-(1-(2,2-difluoro-1-(4-fluorophenyl)propyl)-1H-pyrazol-4-yl)-2-fluorophenyl)-8-methoxy-[1,2,4]triazolo[1,5-a]pyridin-2-amine TFA salt OC(=O)C(F)(F)F.FC([C@@H](C1=CC=C(C=C1)F)N1N=CC(=C1)C=1C(=C(C=CC1)C1=C(C=2N(C=C1)N=C(N2)N)OC)F)(C)F